OCC(CCC1=CC=C(C=C1)Br)=O 1-hydroxy-4-(4-bromophenyl)-2-butanone